1-(3-(trifluoromethyl)pyridin-2-yl)prop-2-yn-1-one FC(C=1C(=NC=CC1)C(C#C)=O)(F)F